C(C)C1=CC=CC2=C1C(N(S2(=O)=O)CC(=O)[O-])=O Ethyl-2,3-dihydro-3-oxo-1,2-benzisothiazole-2-acetate-1,1-dioxide